tris(methylcyclohexyl)propantricarboxamide CC1(CCCCC1)C(C(C(=O)N)(C1(CCCCC1)C)C1(CCCCC1)C)(CC(=O)N)C(=O)N